The molecule is an amino tetrasaccharide comprised of a linear sequence of beta-D-galactose, N-acetyl-beta-D-glucosamine, beta-D-galactose, and N-acetyl-beta-D-glucosamine, all linked (1->3). It has a role as an epitope. It is an amino tetrasaccharide and a glucosamine oligosaccharide. CC(=O)N[C@@H]1[C@H]([C@@H]([C@H](O[C@H]1O)CO)O)O[C@H]2[C@@H]([C@H]([C@H]([C@H](O2)CO)O)O[C@H]3[C@@H]([C@H]([C@@H]([C@H](O3)CO)O)O[C@H]4[C@@H]([C@H]([C@H]([C@H](O4)CO)O)O)O)NC(=O)C)O